8-triacontenic acid C(CCCCCCC=CCCCCCCCCCCCCCCCCCCCCC)(=O)O